(R)-N-(3-chloro-2-fluorophenyl)-7-(1-(difluoromethyl)-1H-pyrazol-4-yl)-6-(1-(pyrimidin-2-yl)ethoxy)quinazolin-4-amine ClC=1C(=C(C=CC1)NC1=NC=NC2=CC(=C(C=C12)O[C@H](C)C1=NC=CC=N1)C=1C=NN(C1)C(F)F)F